BrC=1C(=C(OC2CCC(CC2)C[C@H](C=O)C)C=CC1)C (R)-3-((1r,4R)-4-(3-bromo-2-methylphenoxy)cyclohexyl)-2-methylpropanal